The molecule is an acylglycerophosphoacylglycerol(1-) that is the conjugate base of 1,2-dioleoyl-sn-glycero-3-phospho-1'-(3'-oleoyl)-sn-glycerol, obtained by deprotonation of the phosphate OH group; major species at pH 7.3. It is a conjugate base of a 1,2-dioleoyl-sn-glycero-3-phospho-1'-(3'-oleoyl)-sn-glycerol. CCCCCCCC/C=C\\CCCCCCCC(=O)OC[C@@H](COP(=O)([O-])OC[C@@H](COC(=O)CCCCCCC/C=C\\CCCCCCCC)OC(=O)CCCCCCC/C=C\\CCCCCCCC)O